4-methoxy-1,3-phenylenediisocyanate COC1=C(C=C(C=C1)N=C=O)N=C=O